CC1=NC=CC(=C1C)C 2,3,4-trimethylpyridine